FC1=CC(=C(C=C1)S(=O)(=O)NCC1=CC=C2C=CNC2=C1)C 4-fluoro-N-(1H-indol-6-ylmethyl)-2-methylbenzenesulfonamide